CC1=C(C(=O)O)C=C(C=C1C)[N+](=O)[O-] 2,3-dimethyl-5-nitrobenzoic acid